C(=C)OCC1CCC(CC1)COC(C1=CC(C(=O)OCC2CCC(CC2)COC=C)=CC=C1)=O bis((4-((vinyloxy)methyl)cyclohexyl)methyl)isophthalate